N-[3-(N-hydroxycarbamimidoyl)-5h,6h,7h-cyclopenta[b]pyridin-7-yl]-2-methylpyridin-4-carboxamide ONC(=N)C=1C=C2C(=NC1)C(CC2)NC(=O)C2=CC(=NC=C2)C